3-(5-((2-(3,3-dimethylpiperidin-1-yl)cyclopentyl)oxy)-1-oxoisoindolin-2-yl)piperidine-2,6-dione CC1(CN(CCC1)C1C(CCC1)OC=1C=C2CN(C(C2=CC1)=O)C1C(NC(CC1)=O)=O)C